ClC1=CC(=C(C(=C1C(C)=O)F)C)OC 1-(6-chloro-2-fluoro-4-methoxy-3-methyl-phenyl)ethanone